N-[4-(4-methylpiperazin-1-yl)phenyl]-6-propyl-8-(pyridin-4-yl)-6H-pyrimido[5,4-c][2,1]benzothiazin-2-amine 5,5-dioxide CN1CCN(CC1)C1=CC=C(C=C1)NC=1N=CC=2S(N(C3=C(C2N1)C=CC(=C3)C3=CC=NC=C3)CCC)(=O)=O